9-amino-3-cyclopropyl-N-isobutyl-8,9-dihydro-7H-cyclopenta[H]Isoquinoline-5-sulfonamide NC1CCC=2C=C(C=3C=C(N=CC3C21)C2CC2)S(=O)(=O)NCC(C)C